(S)-4-(1-(3-fluoroazetidin-1-yl)ethyl)-N-(3-(3-((4-methyl-4H-1,2,4-triazol-3-yl)methyl)oxetan-3-yl)phenyl)-6-(trifluoromethyl)picolinamide FC1CN(C1)[C@@H](C)C1=CC(=NC(=C1)C(F)(F)F)C(=O)NC1=CC(=CC=C1)C1(COC1)CC1=NN=CN1C